(4-(5-oxo-1-phenyl-2,5-dihydro-1H-pyrazol-3-yl)butyl)triphenylphosphonium bromide [Br-].O=C1C=C(NN1C1=CC=CC=C1)CCCC[P+](C1=CC=CC=C1)(C1=CC=CC=C1)C1=CC=CC=C1